N-(3,5-Dimethylphenyl)-6-pyrrolidin-1-yl-N1-m-tolyl-[1,3,5]triazine-2,4-diamine hydrochloride Cl.CC=1C=C(C=C(C1)C)NC1N(C(=NC(=N1)N)N1CCCC1)C=1C=C(C=CC1)C